CN(C1=CC=C(C=C1)C=1C(=CC=C2C(OC(=O)C12)C1=CC=C(C=C1)N(C)C)N(C)C)C 7,3-bis(4-dimethylaminophenyl)-6-dimethylaminophthalide